N-(1-(5-(3-cyano-6-(2-hydroxy-2-methylpropoxy)pyrazolo[1,5-a]pyridin-4-yl)pyridin-2-yl)-4-methylpiperidin-4-yl)-3-cyclopropylbenzamide C(#N)C=1C=NN2C1C(=CC(=C2)OCC(C)(C)O)C=2C=CC(=NC2)N2CCC(CC2)(C)NC(C2=CC(=CC=C2)C2CC2)=O